C(C)(C)(C)OC([C@@H](COC1=CC=C(C=C1)C=1C=NN(C1)CC(CNC(=O)OC(C)(C)C)F)O)=O (2R)-3-(4-(1-(3-((tert-Butoxycarbonyl)amino)-2-fluoropropyl)-1H-pyrazol-4-yl)phenoxy)-2-hydroxypropionic acid tert-butyl ester